FC(C(=O)O)(C=CC)F 2-fluoro-2-propenyl-monofluoroacetic acid